CC=1N(C2=CC=C(C=C2C1C)N)CC1=CC(=CC=C1)C(F)(F)F 2,3-Dimethyl-1-(3-(trifluoromethyl)benzyl)-1H-indol-5-amine